(2-fluorophenyl)-((2-(4-methoxy-3-methylphenyl)thiazol-5-yl)methyl)quinoxaline-2-carboxamide FC1=C(C=CC=C1)C1=C2N=C(C(=NC2=CC=C1)C(=O)N)CC1=CN=C(S1)C1=CC(=C(C=C1)OC)C